4-[(1S,3S)-3-{5-[2-fluoro-6-(trifluoromethyl)phenyl]-1,3,4-oxadiazol-2-yl}-2,2-dimethylcyclopropyl]benzenesulfonamide FC1=C(C(=CC=C1)C(F)(F)F)C1=NN=C(O1)[C@@H]1C([C@H]1C1=CC=C(C=C1)S(=O)(=O)N)(C)C